COC1=CC=C(C=C1)CNC(=O)NC1=CC=C(C=C1)CC(N1CC(C1)C1=CC=NC=C1)=O N-[(4-methoxyphenyl)methyl]({4-[2-oxo-2-(3-(4-pyridyl)azetidinyl)ethyl]phenyl}amino)carboxamide